(2R,6S)-N-{2-[(2-fluorophenyl)methyl]-2-azaspiro[3.3]heptan-6-yl}-2,6-dimethyl-4-[5-(trifluoromethyl)pyrimidin-2-yl]piperazine-1-carboxamide FC1=C(C=CC=C1)CN1CC2(C1)CC(C2)NC(=O)N2[C@@H](CN(C[C@@H]2C)C2=NC=C(C=N2)C(F)(F)F)C